BrCC(C(=O)O)(C(C)C)CC 2-(bromomethyl)-2-ethyl-3-methylbutanoic acid